C(C)OC(C[C@@H](C=1C=C(C=C(C1)C)C1=C(C=C(C=C1)F)F)N([C@H](C)C1=CC=CC=C1)CC1=CC=CC=C1)=O (S)-3-(benzyl-((R)-1-phenylethyl)amino)-3-(2',4'-difluoro-5-methylbiphenyl-3-yl)propionic acid ethyl ester